ClC1=CC(=CC(=N1)N1CC2=CC=C(C=C2C1=O)C1(CC(C1)C#N)CC1=NN=CN1C)CNCC1CC1 3-(2-(6-Chloro-4-(((cyclopropylmethyl)amino)methyl)pyridin-2-yl)-3-oxoisoindolin-5-yl)-3-((4-methyl-4H-1,2,4-triazol-3-yl)methyl)cyclobutane-1-carbonitrile